Cl.BrC1=CC=C(C=C1)C1=CC=C(N1C1=C(C=CC=C1)C(F)(F)F)C1=CC=C(C=C1)CN1CCN(CC1)C 1-[[4-[5-(4-bromophenyl)-1-[2-(trifluoromethyl)phenyl]pyrrol-2-yl]phenyl]methyl]-4-methyl-piperazine hydrochloride